tert-butyl (2S,4R)-4-(2-cyanoethoxy)-2-(dimethylcarbamothioyl)pyrrolidine-1-carboxylate C(#N)CCO[C@@H]1C[C@H](N(C1)C(=O)OC(C)(C)C)C(N(C)C)=S